NC1=C(C(=NN1C)C1CC2CC(CC2C1)=O)C(=O)NC1=CC(=C(C=C1)F)Cl 5-amino-N-(3-chloro-4-fluorophenyl)-1-methyl-3-(5-oxooctahydropentalen-2-yl)-1H-pyrazole-4-carboxamide